(ethylsulfanyl)-1H-tetrazole C(C)SN1N=NN=C1